1-(3-chloro-5'-fluoro-2'-hydroxy-3'-(2-(3'-methyl-[1,3'-bipyrrolidin]-1'-yl)pyridin-4-yl)-[1,1'-biphenyl]-4-yl)-3-methyl-1H-imidazol-2(3H)-one ClC=1C=C(C=CC1N1C(N(C=C1)C)=O)C1=C(C(=CC(=C1)F)C1=CC(=NC=C1)N1CC(CC1)(N1CCCC1)C)O